ClC1=NC=C(C(=N1)NC1CCCC1)O 2-chloro-4-(cyclopentylamino)pyrimidin-5-ol